2-bromo-(tert-butyl)aniline BrC1=C(NC(C)(C)C)C=CC=C1